C(C)C(CCCCC)OC(C(=CC1=CC=CC=C1)OC)=O methoxycinnamic acid ethylhexyl ester